S1C(=CC=C1)C=1C=CC=2N(C3=CC=C(C=C3OC2C1)C=1SC=CC1)C1=CC=C(C(=O)O)C=C1 4-(3,7-bis(thiophen-2-yl)-10H-phenoxazin-10-yl)benzoic acid